FC(C=1C(=C(C=CC1F)[C@H]1[C@@H](O[C@@]([C@H]1C)(C(F)(F)F)C)C(=O)NC1=CC(=NC=C1)C(=O)N)OC)F (2R,3S,4S,5S)-4-[[3-[3-(Difluoromethyl)-4-fluoro-2-methoxy-phenyl]-4,5-dimethyl-5-(trifluoromethyl)tetrahydrofuran-2-carbonyl]amino]pyridin-2-carboxamid